(R)-(5-(7-fluoro-6-(3-methylmorpholino)-1H-imidazo[4,5-c]pyridin-2-yl)-1H-pyrrol-3-yl)(2-(trifluoromethyl)phenyl)methanone hydrochloride Cl.FC=1C2=C(C=NC1N1[C@@H](COCC1)C)N=C(N2)C2=CC(=CN2)C(=O)C2=C(C=CC=C2)C(F)(F)F